3-(5-Bromo-3-fluoro-1H-indazol-1-yl)-2,6-difluoro-5-(trifluoromethyl)phenol BrC=1C=C2C(=NN(C2=CC1)C=1C(=C(C(=C(C1)C(F)(F)F)F)O)F)F